CCCCCC/C=C/CCCC(=O)[O-] The molecule is a dodecenoate that is the conjugate base of 5-dodecenoic acid. It has a role as a human metabolite. It is a conjugate base of a 5-dodecenoic acid.